OC[C@@H]1NC2=C(OC1)C=C(C=C2[N+](=O)[O-])S(=O)(=O)N (S)-3-(hydroxymethyl)-5-nitro-3,4-dihydro-2H-benzo[b][1,4]-oxazine-7-sulfonamide